FC1([C@@H](CNC1)OCC1=C(N(N=C1)C)C1=CC=2N(C=C1)N=C(C2)NC(=O)C2CC2)F (R)-N-[5-[4-[(4,4-difluoropyrrolidin-3-yl)oxymethyl]-2-methyl-pyrazol-3-yl]pyrazolo[1,5-a]pyridin-2-yl]cyclopropanecarboxamide